O=C(C(=O)[O-])C(=O)[O-] ketomalonate